CN(C)CC12CC(C1)C2 3-Dimethylaminomethyl-bicyclo[1.1.1]pentane